COC1=C(C=CC(=C1)C(F)(F)F)C1=C(C=C(O1)C(=O)C1=CN2C(CC=C2C=C1)=O)C 6-(5-(2-methoxy-4-(trifluoromethyl)phenyl)-4-methylfuran-2-carbonyl)indolizin-3(2H)-one